C1(CC1)C(C1=CC2=C(C(N(CCO2)C[C@@H](CN2CC3=CC=CC=C3CC2)O)=O)C=C1)O 8-[Cyclopropyl(hydroxy)methyl]-4-[(2R)-3-(3,4-dihydro-1H-isoquinolin-2-yl)-2-hydroxy-propyl]-2,3-Dihydro-1,4-benzoxazepine-5-one